5,5,6-trimethyl-1H,4H,5H,6H,7H-pyrrolo[2,3-c]pyridin-7-one CC1(CC2=C(C(N1C)=O)NC=C2)C